aluminum magnesium zinc carbonate hydroxide [OH-].C([O-])([O-])=O.[Zn+2].[Mg+2].[Al+3]